(trimethylsilyl)oxyl-trisiloxane C[Si](C)(C)O[SiH2]O[SiH2]O[SiH3]